C1(=CC=C(C=C1)C(OCC)=S)C(OCC)=S 1,4-benzenedicarbothioic acid, 1,4-diethyl ester